IC1=CC=C(C(C(=O)OC)=C1)C(=O)OC dimethyl 5-iodophthalate